(R)-2-amino-3-[(7-bromothieno[3,2-b]pyridine-2-carbonyl)amino]propanoic acid N[C@@H](C(=O)O)CNC(=O)C1=CC2=NC=CC(=C2S1)Br